CC1=C(N=C(O1)C=1C(=NC=NC1)NC1=CC(=C(C=C1)OC1=CC2=C(N(C=N2)C)C=C1)C)C(=O)[O-] 5-methyl-2-(4-((3-methyl-4-((1-Methyl-1H-benzimidazol-5-yl)oxy)phenyl)amino)pyrimidin-5-yl)oxazole-4-carboxylate